CN1N=CC(=C1)C(C)=O 1-(1-Methyl-1H-pyrazol-4-yl)ethan-1-one